5-(4-((tert-butyldimethylsilyl)oxy)cyclohex-1-en-1-yl)thiazolo[5,4-b]pyridin-2-amine [Si](C)(C)(C(C)(C)C)OC1CC=C(CC1)C1=CC=C2C(=N1)SC(=N2)N